N-Boc-1-amino-2-methyl-2-propanol C(=O)(OC(C)(C)C)NCC(C)(O)C